ClC1=CC=C(C(=N1)C=1C=NC=2N(C1)N=C(N2)C(F)(F)F)SCC 6-(6-chloro-3-(ethylsulfanyl)pyridin-2-yl)-2-(trifluoromethyl)-[1,2,4]triazolo[1,5-a]pyrimidine